CC1=NC=CC(=C1)C=1SC=2C=NC(=CC2N1)NC1=CC(=C(C=C1)N1CCOCC1)CN1CCCC1 2-(2-Methylpyridin-4-yl)-N-[4-(morpholin-4-yl)-3-[(pyrrolidin-1-yl)methyl]phenyl]-[1,3]thiazolo[5,4-c]pyridin-6-amine